C(CC=C)N1C(C2=C(C(=C1)C1=CC3=C(N=CN3CC)C(=C1)C(=O)N1CCOCC1)C=CN2)=O 6-but-3-enyl-4-[3-ethyl-7-(morpholine-4-carbonyl)benzimidazol-5-yl]-1H-pyrrolo[2,3-c]pyridin-7-one